CN1C=NC=C(C1=O)C1=CC=C(C=C1)C1(CC1)NC(=O)C1=NN=C(N1)[C@H](C)C1=CC=CC=C1 (R)-N-(1-(4-(1-methyl-6-oxo-1,6-dihydropyrimidin-5-yl)phenyl)cyclopropyl)-5-(1-phenylethyl)-4H-1,2,4-triazole-3-carboxamide